1-(oxacyclobutan-3-yl)piperazine O1CC(C1)N1CCNCC1